(6-Cyclopropyl-imidazo[1,5-a]pyridin-5-yl)-[1-(6-ethoxy-pyridin-3-yl)-1H-[1,2,3]triazol-4-yl]-methanol C1(CC1)C=1C=CC=2N(C1C(O)C=1N=NN(C1)C=1C=NC(=CC1)OCC)C=NC2